C1(=CC=CC=2OC3=C(C21)C=CC=C3)C=3C=CC=2N=C(C1=NC=4C=CC=CC4C(N1C2C3)=O)C3=CC=CC=C3 2-dibenzofuran-1-yl-6-phenylquinoxalino[2,1-b]quinazolin-12-one